COC1=CC=C(CN(C2=CC(=C(C=N2)B(O)O)C#N)CC2=CC=C(C=C2)OC)C=C1.COC1=CC=C(CN(C=2C=C(C#N)C(=CN2)B2OC(C(O2)(C)C)(C)C)CC2=CC=C(C=C2)OC)C=C1 2-(bis(4-methoxybenzyl)amino)-5-(4,4,5,5-tetramethyl-1,3,2-dioxaborolan-2-yl)isonicotinonitrile (6-(bis(4-methoxybenzyl)amino)-4-cyanopyridin-3-yl)boronate